C(C(C)(C)C)NCC1=CC(=C2CNC(C2=C1)=O)C(F)(F)F 6-((neopentylamino)methyl)-4-(trifluoromethyl)isoindolin-1-one